C1(=CC=CC=C1)N1N=C(C(=C1)/C=C/C(=O)N1CCCC1)C1CNCCC1 (E)-3-(1-phenyl-3-(piperidin-3-yl)-1H-pyrazol-4-yl)-1-(pyrrolidin-1-yl)prop-2-en-1-one